C(C)(C)(C)C1=CC=C(C(=N1)O)C#N 6-tert-butyl-2-hydroxypyridine-3-carbonitrile